6-(3-cyclobutyl-7,8-dihydro-1,6-naphthyridin-6(5H)-yl)-5-methylpyridazine-3-carbonitrile C1(CCC1)C=1C=NC=2CCN(CC2C1)C1=C(C=C(N=N1)C#N)C